(E)-methyl 2-{2-[6-(2-cyanophenoxy) pyrimidin-4-yloxy] phenyl}-3-methoxyacrylate C(#N)C1=C(OC2=CC(=NC=N2)OC2=C(C=CC=C2)/C(/C(=O)OC)=C\OC)C=CC=C1